NC=1C=C(C(C(=O)[O-])=CC1)O para-aminosalicylate